CN(C=1SC=2N=C(SC2N1)C1=C2C(=C(N=C1)C=1C=NNC1)NC=C2)C2CCNCC2 N-methyl-N-(piperidin-4-yl)-5-[7-(1H-pyrazol-4-yl)-1H-pyrrolo[2,3-c]pyridin-4-yl][1,3]thiazolo[5,4-d][1,3]thiazol-2-amine